COC1=NC2=C(N1CCCNC(C)=O)C=C(C=C2)OC N-[3-(2,6-Dimethoxybenzoimidazol-1-yl)propyl]acetamide